α-acetyl-δ-valerolactone C(C)(=O)C1C(=O)OCCC1